2-(1H-pyrazol-4-yl)-2H-thiophene N1N=CC(=C1)C1SC=CC1